BrC1=CC=2NC3=CC=CC=C3C2C=C1F 2-Bromo-3-fluoro-9H-carbazole